O1C2=C(OCC1)C=C(C=C2)C(C(=O)N[C@@H]([C@H](O)C2=CC1=C(OCCO1)C=C2)CN2CCCC2)(F)F 2-(2,3-dihydrobenzo[b][1,4]dioxin-6-yl)-N-((1r,2r)-1-(2,3-dihydrobenzo[b][1,4]dioxin-6-yl)-1-hydroxy-3-(pyrrolidin-1-yl)propan-2-yl)-2,2-difluoroacetamide